C(C)C(CN1CN(CC(C1)(N)C)CC(CCCC)CC)CCCC 1,3-bis(2-ethylhexyl)-5-methylhexahydropyrimidin-5-amine